C(C)(=O)OC1(CCC2C3C[C@@H](C4=CC(C=C[C@@]4(C3=CC[C@]12C)C)=O)C)C(CO)=O (6S,10R,13S)-17-(2-hydroxyacetyl)-6,10,13-trimethyl-3-oxo-6,7,8,10,12,13,14,15,16,17-decahydro-3H-cyclopenta[a]phenanthren-17-yl acetate